2-(1-methyl-1H-pyrazol-3-yl)-1H-pyrrolo[2,3-b]pyridin-5-amine CN1N=C(C=C1)C1=CC=2C(=NC=C(C2)N)N1